O.O.[Na+].FC1=C(C=CC(=C1)[C@H](C(=O)[O-])C)C1=CC=CC=C1 |r| (±)-2-(2-fluoro-4-biphenylyl)-propionic acid sodium salt dihydrate